4-(2-(3-iodo-5-(1-methyl-1H-1,2,4-triazol-3-yl)-1H-indol-1-yl)ethyl)-1-methylpiperazin-2-one IC1=CN(C2=CC=C(C=C12)C1=NN(C=N1)C)CCN1CC(N(CC1)C)=O